ClC=1C=2N(C=CN1)C=CN2 8-chloroimidazo[1,2-a]pyrazin